FC1(CCC2(CN(C2)CC2=CC=3C=NC(=CC3N2)NC(=O)C=2C=C3C(=NNC3=CC2)C)CC1)F N-[2-([7,7-difluoro-2-azaspiro[3.5]nonan-2-yl]methyl)-1H-pyrrolo[3,2-c]pyridin-6-yl]-3-methyl-1H-indazole-5-carboxamide